5-(1-benzyl-4-hydroxy-2-(trifluoromethyl)piperidin-4-yl)-2-(2,6-dioxopiperidin-3-yl)isoindoline-1,3-dione C(C1=CC=CC=C1)N1C(CC(CC1)(O)C=1C=C2C(N(C(C2=CC1)=O)C1C(NC(CC1)=O)=O)=O)C(F)(F)F